5-(4-butoxycarbonylbutanoyl)amino-3-(1-azabicyclo[5.4.0]undec-3-en-4-yl)-benzothiophene C(CCC)OC(=O)CCCC(=O)NC=1C=CC2=C(C(=CS2)C2=CCN3CCCCC3CC2)C1